2-chloro-9H-pyridino[2',3':4,5]pyrrolo[2,3-d]pyrimidine ClC=1N=CC2=C(N1)NC1=C2N=CC=C1